F[C@@]1(C(NC(CC1)=O)=O)C1=CC=C(C=C1)C1CCN(CC1)C(=O)OC(C)(C)C |r| tert-butyl 4-[4-[rac-(3R)-3-fluoro-2,6-dioxo-3-piperidyl]phenyl]piperidine-1-carboxylate